ClC1=C(C(=CC=C1)Cl)C=1C=CC(=NC1)CNC1CCCC=2C=CC=NC12 N-((5-(2,6-dichlorophenyl)pyridin-2-yl)methyl)-5,6,7,8-tetrahydroquinolin-8-amine